C(C1=CC=CC=C1)OC1=CC=C(C=C1)N1C=C(C=C1)\C=C/1\CNCS1 (Z)-5-((1-(4-(benzyloxy)phenyl)-1H-pyrrol-3-yl)methylene)thiazolidine